3,6-dichloro-2-picolinic acid ClC=1C(=NC(=CC1)Cl)C(=O)O